O=C1NN=C(O1)C=1C=C(C=CC1)C=1C=C2C(=C(C=NC2=CC1)C#N)NC(C)C1=CC=CC=C1 6-(3-(5-oxo-4,5-dihydro-1,3,4-oxadiazol-2-yl)phenyl)-4-((1-phenylethyl)amino)quinoline-3-carbonitrile